CN1CCC(CC1)C(=O)[O-] 1-methylpiperidine-4-carboxylate